C1(=CC=CC=C1)C(CC=C)O 4-phenyl-1-butene-4-ol